ClC1=CC(=C(C=C1F)[C@H](NC([C@@H]1N(C[C@@H](C1)O)C(=O)C=1C=NC=C(C1)C(F)(F)F)=O)C1COC1)F (4R)-N-((R)-(4-chloro-2,5-difluorophenyl)(3-oxetanyl)methyl)-4-hydroxy-1-((5-(trifluoromethyl)-3-pyridinyl)carbonyl)-D-prolinamide